2-[(2S)-2-amino-4-methylpentyl]-5-chloro-3-methyl-N-[(thiophen-2-yl)methyl]thieno[3,2-b]pyridin-7-amine hydrochloride Cl.N[C@H](CC1=C(C2=NC(=CC(=C2S1)NCC=1SC=CC1)Cl)C)CC(C)C